[Si](C)(C)(C(C)(C)C)OC[C@@H]1C[C@@](N1C(=O)OC(C)(C)C)(C(=O)OCC1=CC=CC=C1)C O2-benzyl O1-tert-butyl (2R,4S)-4-[[tert-butyl(dimethyl)silyl]oxymethyl]-2-methyl-azetidine-1,2-dicarboxylate